ClC=1C(N(C=CC1O)C1=CC=C(C=C1)N1N=CC(=C1C(F)(F)F)C(=O)NCC)=O 1-(4-(3-chloro-4-hydroxy-2-oxopyridin-1(2H)-yl)phenyl)-N-ethyl-5-(trifluoromethyl)-1H-pyrazole-4-carboxamide